4-(1-methyl-1H-indazol-5-yl)-3,6-dihydropyridine-1(2H)-carboxylic acid tert-butyl ester C(C)(C)(C)OC(=O)N1CCC(=CC1)C=1C=C2C=NN(C2=CC1)C